Cl.N[C@@H](CC(=O)OCC)C=1C=C(C=C(C1F)C)C1=C(C=CC=C1C(F)(F)F)O ethyl (3S)-3-amino-3-[4-fluoro-2'-hydroxy-5-methyl-6'-(trifluoromethyl)-[1,1'-biphenyl]-3-yl]propanoate hydrochloride